Cl.CN(C=1SC=2N=C(SC2N1)C=1N=CC(=C2C1N(C=C2)C)C=2C=NNC2)C2CCNCC2 N-Methyl-5-[1-methyl-4-(1H-pyrazol-4-yl)-1H-pyrrolo[2,3-c]pyridin-7-yl]-N-(piperidin-4-yl)[1,3]thiazolo[5,4-d][1,3]thiazol-2-amin Hydrochlorid